(2R,6R)-1-(5-fluoro-3-iodopyridin-2-yl)-2,6-dimethylpiperidine-4-carboxylic acid Ethyl-(2R,6R)-1-(5-fluoro-3-iodopyridin-2-yl)-2,6-dimethylpiperidine-4-carboxylate C(C)OC(=O)C1C[C@H](N([C@@H](C1)C)C1=NC=C(C=C1I)F)C.FC=1C=C(C(=NC1)N1[C@@H](CC(C[C@H]1C)C(=O)O)C)I